S1C2=C(C=C1C1=CC=C3C(=N1)N(C(C3=O)=O)CCCC(CCCCCCCCCC)CCCCCCCCCC)SC(=C2)C2=CC=C3C(=N2)N(C(C3=O)=O)CCCC(CCCCCCCCCC)CCCCCCCCCC 6,6'-(thieno[3,2-b]thiophene-2,5-diyl)bis(1-(4-decyltetradecyl)-1H-pyrrolo[2,3-b]pyridine-2,3-dione)